CNC1=CC=C(C=C1)CS (4-(methylamino)phenyl)methanethiol